C12C(C(C(CC1)C2)C(=O)[O-])C(=O)[O-] bicyclo[2.2.1]heptan-2,3-dicarboxylat